C(C)(=O)[O-].[Mn+2].[Ni+2].NC=1C2=C(N=CN1)N(C(=C2C2=CC=C(C=C2)OC2=NC=CC=N2)C2CN(CC2)C(C=C)=O)C.C(C)(=O)[O-].C(C)(=O)[O-].C(C)(=O)[O-] 1-(3-(4-amino-7-methyl-5-(4-(pyrimidin-2-yloxy)phenyl)-7H-pyrrolo[2,3-d]pyrimidin-6-yl)pyrrolidin-1-yl)prop-2-en-1-one nickel-manganese acetate